methyl 3-(4-cyanophenyl)-2-oxo-1H-imidazo[4,5-b]pyridine-6-carboxylate C(#N)C1=CC=C(C=C1)N1C(NC=2C1=NC=C(C2)C(=O)OC)=O